COC1=NC=C(C=C1)C=1C=NN(C1)C 2-methoxy-5-(1-methylpyrazol-4-yl)pyridine